OC1=CC=C(C[C@H]2NC(CNC([C@@H](NC([C@@H](NC([C@H](N(C2=O)C)CCCNC)=O)CCCNC(=N)N)=O)CC2=CC3=CC=CC=C3C=C2)=O)=O)C=C1 1-(3-((2S,5S,11R,14R)-11-(4-hydroxybenzyl)-13-methyl-14-(3-(methylamino)propyl)-5-(naphthalen-2-ylmethyl)-3,6,9,12,15-pentaoxo-1,4,7,10,13-pentaazacyclopentadecan-2-yl)propyl)guanidine